O1CC(CC1)C(=O)C1=CNC=2N=CN=C(C21)N[C@H]2CN(CCC2)C(=O)OC(C)(C)C tert-butyl (3R)-3-((5-(tetrahydrofuran-3-carbonyl)-7H-pyrrolo[2,3-d]pyrimidin-4-yl)amino)-piperidine-1-carboxylate